4-cyano-4-(dodecylthiocarbonylthio)sulfuryl-pentanoic acid C(#N)C(CCC(=O)O)(C)S(=O)(=O)SC(=S)CCCCCCCCCCCC